Cl.N[C@H]1C[C@H](CCC1)O (1S,3R)-3-aminocyclohexane-1-ol monohydrochloride